(R)-5-(1-((2-(1H-tetrazol-5-yl)phenyl)amino)ethyl)-7-methyl-3-morpholinoquinoxaline-2-carbonitrile N1N=NN=C1C1=C(C=CC=C1)N[C@H](C)C1=C2N=C(C(=NC2=CC(=C1)C)C#N)N1CCOCC1